C(C)O[Si](OCC)(OCC)CN1CNC(CC1)=O 1-(Triethoxysilylmethyl)hexa-hydro-1,3-diazin-4-on